di-(4-cyclohexylphenyl)-carbonate C1(CCCCC1)C1=CC=C(C=C1)OC(OC1=CC=C(C=C1)C1CCCCC1)=O